CC1(NCC[C@H](C1)C1=CC=CC=2N(C(N(C21)C)=O)N2CCNCC2)C [4-[(4R)-2,2-dimethyl-4-piperidinyl]-3-methyl-2-oxo-benzimidazol-1-yl]Piperazine